ClC=1C=C2C(=C3C1NC(NC31CCCCC1)=O)OC(=N2)CNCC2COCC2 5-chloro-2-({[(oxolan-3-yl)methyl]amino}methyl)-7,8-dihydro-6H-spiro[[1,3]oxazolo[5,4-f]quinazoline-9,1'-cyclohexan]-7-one